6-(((6aR,8R)-6a-ethyl-2-(2-hydroxyphenyl)-5,6,6a,7,8,9-hexahydropyrrolo[1',2':4,5]-pyrazino[2,3-c]pyridazin-8-yl)oxy)nicotinaldehyde C(C)[C@]12N(C=3C(=NN=C(C3)C3=C(C=CC=C3)O)NC1)C[C@@H](C2)OC2=NC=C(C=O)C=C2